12-(3-(1-(adamantan-1-ylmethyl)-5-methyl-1H-pyrazol-4-yl)-6-(8-(benzo[d]thiazol-2-ylcarbamoyl)-3,4-dihydroisoquinolin-2(1H)-yl)picolinamido)dodecanoic acid C12(CC3CC(CC(C1)C3)C2)CN2N=CC(=C2C)C=2C(=NC(=CC2)N2CC3=C(C=CC=C3CC2)C(NC=2SC3=C(N2)C=CC=C3)=O)C(=O)NCCCCCCCCCCCC(=O)O